4-[3-[4-Chloro-6-(1-methylpyrazol-4-yl)pyridine-3-carbonyl]-2,4-dihydro-1,3-benzoxazin-8-yl]-5-fluoro-2-morpholin-4-ylbenzoic acid ClC1=C(C=NC(=C1)C=1C=NN(C1)C)C(=O)N1COC2=C(C1)C=CC=C2C2=CC(=C(C(=O)O)C=C2F)N2CCOCC2